C1(=CC=CC=C1)OCCCCCCCC monooctyl phenyl ether